azanediyl-diacetic acid N(CC(=O)O)CC(=O)O